methyl (S,E)-3-(4-amino-3-((oxetan-2-ylmethyl)amino)phenyl)acrylate NC1=C(C=C(C=C1)/C=C/C(=O)OC)NC[C@H]1OCC1